C(C=C)(=O)NC=1C=C(C=CC1C)C1=C(NC2=NC=C(C=C21)C(=O)OC(C)C)C2=CC=C(C=C2)N(C)CCN(C)C isopropyl 3-(3-acrylamido-4-methylphenyl)-2-(4-((2-(dimethylamino)ethyl)(methyl) amino)phenyl)-1H-pyrrolo[2,3-b]pyridine-5-carboxylate